tert-butyl 3-[4-(4,4,5,5-tetramethyl-1,3,2-dioxa-borolan-2-yl)-1H-pyrazol-1-yl]azetidine-1-carboxylate CC1(OB(OC1(C)C)C=1C=NN(C1)C1CN(C1)C(=O)OC(C)(C)C)C